C(C=C)OCC=O 2-(PROP-2-EN-1-YLOXY)ACETALDEHYDE